FC=1C(=NC=C(C1)F)C(=O)N[C@@](CO)(CCCC)C (R)-3,5-difluoro-N-(1-hydroxy-2-methylhexan-2-yl)picolinamide